tert-butyl (R)-3-((3,6-dichloro-1H-pyrazolo[3,4-d]pyrimidin-4-yl)amino)piperidine-1-carboxylate ClC1=NNC2=NC(=NC(=C21)N[C@H]2CN(CCC2)C(=O)OC(C)(C)C)Cl